O1CC(CC2=CC=CC=C12)NC(=O)C1=CC=NC=2N1N=C(C2C(=O)N)COC N7-chroman-3-yl-2-(methoxymethyl)pyrazolo[1,5-a]pyrimidine-3,7-dicarboxamide